2-[3-[(3R)-1-methyl-3-piperidyl]triazolo[4,5-c]pyridazin-6-yl]-5-(trifluoromethyl)phenol CN1C[C@@H](CCC1)N1N=NC2=C1N=NC(=C2)C2=C(C=C(C=C2)C(F)(F)F)O